iron-silicon-gold [Au].[Si].[Fe]